C(C)(C)(C)OC(=O)N1CCC2(C(N[C@H](C(N2)=O)CCC(=O)O)=O)CC1 3-[(3S)-9-(tert-butoxycarbonyl)-2,5-dioxo-1,4,9-triazaspiro[5.5]undecan-3-yl]propanoic acid